sodium octyl-decyl alcohol C(CCCCCCC)C(CCCCCCCCC)O.[Na]